2,4-diamino-5,6-diethyltoluene NC1=C(C)C(=C(C(=C1)N)CC)CC